N1=CC=C(C=C1)C=CC1=CC=NC=C1 1,2-bis(4-pyridyl)ethene